COC=1C=CC=2C3=C(NC2C1)CCNC3 7-methoxy-1,2,3,4-tetrahydro-5H-pyrido[4,3-b]indol